OC1=C(C=C2C[C@H]([C@H]([C@H](C2=C1)C1=C(C(=CC=C1)O)O)C)C)OC ((1R,2R,3R)-7-hydroxy-6-methoxy-2,3-dimethyl-1,2,3,4-tetrahydronaphthalen-1-yl)benzene-1,2-diol